3-pentafluorosulfanylpropyl bromide FS(CCCBr)(F)(F)(F)F